N1=C(C=CC=C1)COC1=C(C=CC=C1)S(=O)(=O)N 2-(Pyridin-2-ylmethoxy)benzenesulfonamide